ClC1=NC(=NC(=N1)Cl)C1=CN(C2=CC=CC=C12)C1=CC=CC=C1 3-(4,6-dichloro-1,3,5-triazin-2-yl)-1-phenyl-1h-indole